CC(C(=O)O)(C)C=1C=NC(=CC1)C 2-methyl-2-(6-methylpyridin-3-yl)propanoic acid